COC=1C=C(C=CC1OC)C=1C(=NN2C1N=C(N=C2NCC2=CC=C(C=C2)C(F)(F)F)C)C 8-(3,4-Dimethoxyphenyl)-2,7-dimethyl-N-[[4-(trifluoromethyl)phenyl]methyl]pyrazolo[1,5-a][1,3,5]triazin-4-amin